2-(2-allylethoxy)-4-butyl acrylate C(C=C)(=O)OCCC(C)OCCCC=C